tert-Butyl (1R,2R,4S)-2-Hydroxy-7-azabicyclo[2.2.1]heptane-7-carboxylate O[C@H]1[C@H]2CC[C@@H](C1)N2C(=O)OC(C)(C)C